Bis(butylamino)methylsilane C(CCC)NC(NCCCC)[SiH3]